(S)-2-((6-((4-(cyclopropanecarbonyl)-2-fluorobenzyl)oxy)-3',6'-dihydro-[2,4'-bipyridin]-1'(2'H)-yl)methyl)-1-(oxetan-2-ylmethyl)-1H-benzo[d]imidazole-6-carboxylate C1(CC1)C(=O)C1=CC(=C(COC2=CC=CC(=N2)C=2CCN(CC2)CC2=NC3=C(N2C[C@H]2OCC2)C=C(C=C3)C(=O)[O-])C=C1)F